tert-butyl (tert-butoxycarbonyl)(5-iodo-2-methylpyridin-4-yl)carbamate C(C)(C)(C)OC(=O)N(C(OC(C)(C)C)=O)C1=CC(=NC=C1I)C